4,7-dichloro-1-isopropyl-pyrido[4,3-d]pyridazine ClC=1C2=C(C(=NN1)C(C)C)C=C(N=C2)Cl